1-methyl-2-(methylthio)imidazole CN1C(=NC=C1)SC